OC[C@H]1O[C@H]([C@@H]([C@@H]1O)O)CC=C (2R,3S,4R,5S)-2-(hydroxymethyl)-5-(prop-2-en-1-yl)oxacyclopentane-3,4-diol